2-[(2S)-4-[7-(3,4-dihydro-2H-quinolin-1-yl)-2-{[(2S)-1-methylpyrrolidin-2-yl]methoxy}-5,6,7,8-tetrahydroquinazolin-4-yl]piperazin-2-yl]acetonitrile N1(CCCC2=CC=CC=C12)C1CCC=2C(=NC(=NC2C1)OC[C@H]1N(CCC1)C)N1C[C@@H](NCC1)CC#N